C1=CC(=CC=C1CC2=CC=C(C=C2)Cl)Cl 4,4'-dichlorodiphenylmethane